N1=CC(=CC=C1)OC[C@@H]1CN([C@H](O1)C(F)(F)F)C1=CC(=C(C#N)C=C1)C(F)(F)F 4-((2R,5S)-5-((Pyridin-3-yloxy)methyl)-2-(trifluoromethyl)oxazolidin-3-yl)-2-(trifluoromethyl)benzonitril